C(C)(C)C=1CC(C=C(C1)C(C)C)(C1=CC=CC=C1)OC 3,5-diisopropyl-1-methoxy-1,1'-biphenyl